(2S,3S)-3-((2-chloroquinazolin-4-yl)amino)bicyclo[2.2.2]Octane-2-carboxylic acid ethyl ester C(C)OC(=O)[C@H]1C2CCC([C@@H]1NC1=NC(=NC3=CC=CC=C13)Cl)CC2